5-(2,5-difluorophenyl)-1-((2-(trimethylsilyl)ethoxy)methyl)-1H-pyrazolo[3,4-b]pyridine FC1=C(C=C(C=C1)F)C=1C=C2C(=NC1)N(N=C2)COCC[Si](C)(C)C